(1S,4r)-4-((2-(((S)-2-fluorobutyl)amino)-5-(4-(((2-fluoroethyl)(methyl)amino)methyl)pyridin-2-yl)pyrimidin-4-yl)amino)cyclohexan-1-ol 2,2,2-trifluoroacetate FC(C(=O)O)(F)F.F[C@H](CNC1=NC=C(C(=N1)NC1CCC(CC1)O)C1=NC=CC(=C1)CN(C)CCF)CC